2-(difluoromethoxy)-5-fluoro-N-((5-(5-fluoro-2-methoxyphenyl)-1H-1,2,4-triazol-3-yl)methyl)benzamide FC(OC1=C(C(=O)NCC2=NNC(=N2)C2=C(C=CC(=C2)F)OC)C=C(C=C1)F)F